3-(3-((5-cyclopropyl-2-((3-methyl-1-(1-methylpiperidin-4-yl)-1H-pyrazol-4-yl)amino)pyrimidin-4-yl)amino)propyl)-1,3-oxazepan-2-one C1(CC1)C=1C(=NC(=NC1)NC=1C(=NN(C1)C1CCN(CC1)C)C)NCCCN1C(OCCCC1)=O